3-(8-bromo-5-oxo-pyrrolo[2,3,4-de]quinolin-4(5H)-yl)piperidine-2,6-dione BrC1=CC=C2C=3C(=CC=NC13)N(C2=O)C2C(NC(CC2)=O)=O